Methyl 2,4,6-tri-O-benzyl-3-C-carboxy-3-deoxy-α-D-galactopyranoside C(C1=CC=CC=C1)O[C@H]1[C@@H](OC)O[C@@H]([C@@H]([C@@H]1C(=O)O)OCC1=CC=CC=C1)COCC1=CC=CC=C1